(benzofuran-7-yl)isoindoline-2-carboxylic acid tert-butyl ester C(C)(C)(C)OC(=O)N1C(C2=CC=CC=C2C1)C1=CC=CC=2C=COC21